6-(4-amino-3-fluorophenyl)-2-(((1r,4r)-4-(dimethylamino)cyclohexyl)amino)-8-isopropylpyrido[2,3-d]pyrimidin-7(8H)-one NC1=C(C=C(C=C1)C1=CC2=C(N=C(N=C2)NC2CCC(CC2)N(C)C)N(C1=O)C(C)C)F